dihydro-2H,6H-[1,4]thiazepino[2,3,4-ij]quinazoline-6,8(7H)-dione S1CCCN2C(NC(C3=CC=CC1=C23)=O)=O